5-(4-cyclopropyl-6-methoxypyrimidin-5-yl)-3-(4-(1-ethyl-4-(trifluoromethyl)-1H-imidazol-2-yl)-3-fluoro-2-methoxybenzyl)-1-methyl-1H-pyrazolo[4,3-d]pyrimidine C1(CC1)C1=NC=NC(=C1C=1N=CC2=C(N1)C(=NN2C)CC2=C(C(=C(C=C2)C=2N(C=C(N2)C(F)(F)F)CC)F)OC)OC